trifluoromethanesulfonyl-(3-(2-bromo-6-((triisopropylsilyl)ethynyl)phenyl))propylamine FC(S(=O)(=O)NCCCC1=C(C=CC=C1C#C[Si](C(C)C)(C(C)C)C(C)C)Br)(F)F